Cl.O[C@H](CN1C(C2=CC=C(C=C2C(C1)(C)C)C(=O)N1CCC2(CCC2)CC1)=O)[C@H]1NCC2=CC=CC=C2C1 2-((R)-2-hydroxy-2-((S)-1,2,3,4-tetrahydroisoquinolin-3-yl)ethyl)-4,4-dimethyl-6-(7-azaspiro[3.5]nonane-7-carbonyl)-3,4-dihydroisoquinolin-1(2H)-one hydrochloride